BrC=1C=C(C=CC1Cl)C=1C(=NC(=NC1)NC=1C=NN(C1)C)NC=1C=C(C=CC1F)NC(C=C)=O N-(3-((5-(3-bromo-4-chlorophenyl)-2-((1-methyl-1H-pyrazol-4-yl)amino)pyrimidin-4-yl)amino)-4-fluorophenyl)acrylamide